2-((1S,4R,5R)-2-azabicyclo[2.2.1]heptan-5-yl)-5-(7,8-dimethyl-[1,2,4]triazolo[1,5-a]pyridin-6-yl)-4-isopropyl-3-methyl-6H-thieno[2,3-b]pyrrole [C@@H]12NC[C@@H]([C@@H](C1)C1=C(C3=C(NC(=C3C(C)C)C=3C(=C(C=4N(C3)N=CN4)C)C)S1)C)C2